CS(=O)(=O)C1(CC1)C=1C=2N(N=C(C1)N1CC3CCC(C1)O3)C(=NC2)C2=CC=NN2 3-[4-(1-methanesulfonylcyclopropyl)-7-(1H-pyrazol-5-yl)imidazo[1,5-b]pyridazin-2-yl]-8-oxa-3-azabicyclo[3.2.1]octane